4-(8-(3-amino-6-methyl-2-nitrophenoxy)-3-cyano-2-(2-methyl-1,2,3,4-tetrahydroisoquinolin-5-yl)quinolin-4-yl)piperazine-1-carboxylic acid tert-butyl ester C(C)(C)(C)OC(=O)N1CCN(CC1)C1=C(C(=NC2=C(C=CC=C12)OC1=C(C(=CC=C1C)N)[N+](=O)[O-])C1=C2CCN(CC2=CC=C1)C)C#N